tert-butyl ((1R,2S,5R)-2-((S)-3-amino-2-oxopyrrolidin-1-yl)-5-(isopropyl(methyl)amino)cyclohexyl)carbamate N[C@@H]1C(N(CC1)[C@@H]1[C@@H](C[C@@H](CC1)N(C)C(C)C)NC(OC(C)(C)C)=O)=O